5-bromo-1-ethyl-3-(oxetan-3-yl)-1,3-dihydro-2H-imidazo[4,5-b]pyrazin-2-one BrC=1N=C2C(=NC1)N(C(N2C2COC2)=O)CC